CC1=CC=C(C=C1)/C=C/CNC1CCN(CC1)C=1C2=C(N=CN1)C(=CS2)C N-[(2E)-3-(4-Methylphenyl)-2-propenyl]-1-(7-methylthieno[3,2-d]pyrimidin-4-yl)-4-piperidylamine